ClC=1C=C(C=C2C(=C(C=NC12)C#N)N[C@H](CC)C1=CC=CC=C1)N[C@H](C=1N=NNC1)C=1C=NC=CC1 8-chloro-4-(((R)-1-phenylpropyl)amino)-6-(((S)-pyridin-3-yl(1H-1,2,3-triazol-4-yl)methyl)amino)quinoline-3-carbonitrile